2,6-dibromo-3-pyridinecarbonitrile BrC1=NC(=CC=C1C#N)Br